FC1=NN(C2=C(C=C(C=C12)O)C(F)(F)F)C1CC(C1)(C)O 3-fluoro-1-[(cis)-3-hydroxy-3-methylcyclobutyl]-7-(trifluoromethyl)-1H-indazol-5-ol